(6-chloropyridine-2-yl)boric acid ClC1=CC=CC(=N1)OB(O)O